CC=1C(=NC=C(C1)C)N1CCN(CC1)C(=O)C1=C(C=C(C=C1)[C@]1(C(NC(N1)=O)=O)C)C (S)-5-{4-[4-(3,5-dimethylpyridin-2-yl)piperazine-1-carbonyl]-3-methylphenyl}-5-methylimidazolidine-2,4-dione